N1(CCOCC1)C(=O)OC1=C(N=NC(=C1)Cl)OC1=C(C=CC=C1C)C1CC1 6-chloro-3-(2-cyclopropyl-6-methylphenoxy)-4-pyridazinyl 4-morpholinate